C1(=CC=CC=C1)C=1C(=C(C=2CC3=CC=CC=C3C2C1)C1=C(C=CC(=C1)C)C1=CC=C(C=C1)C)C1=CC=CC=C1 (diphenylfluorenyl)(dimethylbiphenyl)